C(CCCCCCCCCCCCCCCCC)(=O)N[C@@H]1C[C@H]2C[C@H]([C@H]3[C@@H]4CC[C@H]([C@@H](CCC(=O)O)C)[C@]4([C@H](C[C@@H]3[C@]2(CC1)C)O)C)O 3β-stearamido-7α,12α-dihydroxy-5β-cholan-24-oic acid